COC1=C(CNCC(OC)OC)C=CC(=C1)OC N-(2,4-dimethoxybenzyl)-2,2-dimethoxy-1-ethylamine